CN1N=CC(=C1)COCC=O 2-((1-methyl-1H-pyrazol-4-yl)methoxy)ethan-1-one